2-amino-9-hydroxymethyl-3-oxo-3H-phenoxazine-1-carboxylic acid 1-(4-bromobenzyl)-1H-[1,2,3]triazol-4-ylmethyl ester BrC1=CC=C(CN2N=NC(=C2)COC(=O)C2=C(C(C=C3OC4=CC=CC(=C4N=C23)CO)=O)N)C=C1